BrC1=CC(=C(C(=C1)SC)C(CC(=O)OCC)=O)F ethyl 3-(4-bromo-2-fluoro-6-methylsulfanyl-phenyl)-3-oxo-propionate